4-vinylbenzene-1,3-dicarboxylic acid C(=C)C1=C(C=C(C=C1)C(=O)O)C(=O)O